4-(4-((TERT-BUTYLDIMETHYLSILYL)OXY)CHROMAN-3-YL)-2,2-DIMETHYLBUTANENITRILE [Si](C)(C)(C(C)(C)C)OC1C(COC2=CC=CC=C12)CCC(C#N)(C)C